FC(C(F)(F)F)C1=C(C=CC=C1)C1=CC=CC=C1 (1,2,2,2-tetrafluoroethyl)-1,1'-biphenyl